1-(3-(7-(1H-imidazol-1-yl)-3-(4-(trifluoromethyl)phenyl)-1H-pyrazolo[4,3-b]pyridin-1-yl)azetidin-1-yl)-2-fluoroprop-2-en-1-one N1(C=NC=C1)C1=C2C(=NC=C1)C(=NN2C2CN(C2)C(C(=C)F)=O)C2=CC=C(C=C2)C(F)(F)F